BrC=1C(=NC(=CC1)C(F)(F)F)C(C(C)C)=O 1-(3-bromo-6-(trifluoromethyl)pyridin-2-yl)-2-methylpropan-1-one